3-(2,3-dihydro-1H-inden-5-yl)-4-phenyl-4,5-dihydro-1H-pyrazole C1CCC2=CC(=CC=C12)C1=NNCC1C1=CC=CC=C1